1-(4-(7-(5-hydroxy-2-isopropoxyphenyl)-2-(3-morpholinopropoxy)-5,6,7,8-tetrahydropyrido[3,4-d]pyrimidin-4-yl)piperazin-1-yl)prop-2-en-1-one OC=1C=CC(=C(C1)N1CC=2N=C(N=C(C2CC1)N1CCN(CC1)C(C=C)=O)OCCCN1CCOCC1)OC(C)C